(R)-3-(4-(((tert-butyldimethylsilyl)oxy)methyl)pyridin-2-yl)-6-(2-(5-fluoro-2-methoxyphenyl)pyrrolidin-1-yl)imidazo[1,2-b]pyridazine [Si](C)(C)(C(C)(C)C)OCC1=CC(=NC=C1)C1=CN=C2N1N=C(C=C2)N2[C@H](CCC2)C2=C(C=CC(=C2)F)OC